3-bromo-6-fluoro-1-methylquinolin-2(1H)-one BrC=1C(N(C2=CC=C(C=C2C1)F)C)=O